5-methylaminomethyl-2-thiouridine CNCC=1C(NC(N([C@H]2[C@H](O)[C@H](O)[C@@H](CO)O2)C1)=S)=O